2-chloro-4-(4,5-dichloro-2-[[2-(trimethylsilyl)ethoxy]methoxy]phenyl)pyridine ClC1=NC=CC(=C1)C1=C(C=C(C(=C1)Cl)Cl)OCOCC[Si](C)(C)C